C(CC=C)N1N=NC2=C1C=CC(=C2C)/C=C/C(=O)OCC Ethyl (2E)-3-[1-(but-3-en-1-yl)-4-methyl-1H-benzotriazol-5-yl]prop-2-enoate